FC(C(C(F)(F)F)(I)F)(F)F 1,1,1,2,3,3,3-heptafluoro-2-iodo-propane